CC1CC=CC(CC2C(O2)C(CC=C1)C)C trimethyl-13-oxabicyclo[10.1.0]trideca-4,8-diene